5-(((Trans-3-(3-cyclopropyl-4-(1-(cis-4-hydroxycyclohexyl)-1H-pyrazolo[4,3-c]pyridin-6-yl)-1H-pyrazol-1-yl)cyclobutyl)methyl)amino)-2-(2,6-dioxopiperidin-3-yl)isoindoline-1,3-dione C1(CC1)C1=NN(C=C1C1=CC2=C(C=N1)C=NN2[C@@H]2CC[C@@H](CC2)O)[C@@H]2C[C@H](C2)CNC=2C=C1C(N(C(C1=CC2)=O)C2C(NC(CC2)=O)=O)=O